4-(methoxy)-thiobenzamide COC1=CC=C(C(=S)N)C=C1